Tert-butyl (3R*,4S*)-3-((2-(2,6-dioxo-1-((2-(trimethylsilyl)ethoxy)methyl)piperidin-3-yl)-1-oxoisoindolin-5-yl)oxy)-4-fluoropiperidine-1-carboxylate O=C1N(C(CCC1N1C(C2=CC=C(C=C2C1)O[C@@H]1CN(CC[C@@H]1F)C(=O)OC(C)(C)C)=O)=O)COCC[Si](C)(C)C |o1:17,22|